4-((5-amino-1H-1,2,4-triazol-3-yl)amino)-N-methylbenzamide NC1=NC(=NN1)NC1=CC=C(C(=O)NC)C=C1